C(C1=CC=CC=C1)OC(=O)ON=C(C)C acetone-O-(benzyloxycarbonyl) oxime